ClC1=C2C(=[N+](C(=C1C)[N+](=O)[O-])[O-])CCO2 7-chloro-6-methyl-5-nitro-4-oxido-2,3-dihydrofuro[3,2-b]pyridin-4-ium